methyl 3-(N-(6-((4-(((tert-butoxycarbonyl)amino)methyl)-1H-pyrazol-1-yl)methyl)-4-methoxybenzo[d]isoxazol-3-yl) sulfamoyl)-4-methoxybenzoate C(C)(C)(C)OC(=O)NCC=1C=NN(C1)CC1=CC2=C(C(=NO2)NS(=O)(=O)C=2C=C(C(=O)OC)C=CC2OC)C(=C1)OC